chloromethyl 2,2-dimethylpropionate CC(C(=O)OCCl)(C)C